8-amino-1,3,6-naphthalenetrisulfonate disodium hydrate O.[Na+].[Na+].NC=1C=C(C=C2C=C(C=C(C12)S(=O)(=O)[O-])S(=O)(=O)[O-])S(=O)(=O)O